NC1=NC=2C=CC(=CC2C2=C1[C@H](OC2)C)C(=O)N2[C@@H]1[C@H]([C@H](C2)C2=CC=CC=C2)COCC1 ((3R)-4-amino-3-methyl-1,3-dihydrofuro[3,4-c]quinolin-8-yl)((3S,3aS,7aS)-3-phenylhexahydropyrano[4,3-b]pyrrol-1(4H)-yl)methanone